ClC1=C(C(=O)NC(NC2=C(C=C(C(=O)O)C=C2)OC(F)(F)F)=O)C=C(C(=C1)F)F 4-[3-(2-Chloro-4,5-Difluoro-Benzoyl)ureido]-3-Trifluoromethoxybenzoic Acid